1-(2,4,6-trimethylphenyl)-3-methylimidazolium CC1=C(C(=CC(=C1)C)C)N1C=[N+](C=C1)C